methyl (S)-2-(5,7-dichloro-1,2,3,4-tetrahydroisoquinoline-6-carboxamido)-3-(3-(methylsulfonyl)phenyl)propanoate hydrochloride Cl.ClC1=C2CCNCC2=CC(=C1C(=O)N[C@H](C(=O)OC)CC1=CC(=CC=C1)S(=O)(=O)C)Cl